C(#C)C1=C2C(=CC(=CC2=CC=C1F)O)C1=C(C=2N=C(N=C(C2C=N1)OCC(F)(F)F)OC[C@]12CCCN2C[C@@H](C1)F)F 5-ethynyl-6-fluoro-4-(8-fluoro-2-(((2R,7aS)-2-fluorohexahydro-1H-pyrrolizin-7a-yl)methoxy)-4-(2,2,2-trifluoroethoxy)pyrido[4,3-d]pyrimidin-7-yl)naphthalen-2-ol